FC([C@H]1[C@H](CCCC1)N1CC(C1)CN1C[C@@H](C([C@@H](C1)O)O)O)(F)F (3S,4S,5R)-1-((1-((1S,2R)-2-(trifluoromethyl)cyclohexyl)azetidin-3-yl)methyl)piperidine-3,4,5-triol